(R,E)-6-((1-(But-2-enoyl)-3-(2,3-dichloro-6-fluorophenyl)pyrrolidin-3-yl)amino)-8-fluoro-3-isopropylquinazolin-4(3H)-one C(\C=C\C)(=O)N1C[C@@](CC1)(C1=C(C(=CC=C1F)Cl)Cl)NC=1C=C2C(N(C=NC2=C(C1)F)C(C)C)=O